piperazine-1-carboxylic acid-2-methylprop-2-yl ester CC(C)(C)OC(=O)N1CCNCC1